C(#N)[C@H]1N(CCC1)C(CN1C[C@H](CC1)NC(=O)C1=C(OC2=C1C=CC=C2)C)=O N-((S)-1-(2-((S)-2-Cyanopyrrolidin-1-yl)-2-oxoethyl)pyrrolidin-3-yl)-2-methylbenzofuran-3-carboxamid